NC1=NC(=C(C=C1C=1C=C2CCNC(C2=CC1)=O)C1=CC=C(C=C1)C1CCNCC1)F 6-(2-amino-6-fluoro-5-(4-(piperidin-4-yl)phenyl)pyridin-3-yl)-3,4-dihydroisoquinolin-1(2H)-one